O=C1C(=C(C=NN1)N[C@H](COCCC(=O)O)C)C(F)(F)F (S)-3-(2-((6-oxo-5-(trifluoromethyl)-1,6-dihydropyridazin-4-yl)amino)propoxy)propionic acid